C1(CCCC1)NC1=CC=C(C=C1)N N,N'-cyclopentyl-p-phenylenediamine